C(#N)C=1C=C(C=NC1)OC=1C=CC(=C2C(C([C@@H](C12)F)(F)F)=O)S(=O)(C)=NC#N [[(1R)-7-[(5-cyano-3-pyridyl)oxy]-1,2,2-trifluoro-3-oxo-indan-4-yl]-methyl-oxo-λ6-sulfanylidene]cyanamide